C(C)(C)(C)OC(=O)N[C@@H](CCC1=NC(=NC(=C1)C1=C(C=CC=C1C)C)NS(=O)(=O)C=1C=C(C(=O)O)C=CC1)CC(C)(C)C 3-[[4-[(3S)-3-(tert-butoxycarbonylamino)-5,5-dimethyl-hexyl]-6-(2,6-dimethylphenyl)pyrimidin-2-yl]sulfamoyl]benzoic acid